C(C)NC(=O)NC1=NC2=C(N1)C(=CC(=C2)C2=NNC(C1=CC=CC=C21)=O)Br 1-Ethyl-3-(7-bromo-5-(4-oxo-3,4-dihydrophthalazin-1-yl)-1H-benzimidazol-2-yl)urea